CN1N=C(C=C1C(C)=NO)C(F)(F)F 1-[2-methyl-5-(trifluoromethyl)pyrazol-3-yl]ethanone oxime